1-(4-((6-bromopyridazin-3-yl)oxy)phenyl)-3-(4-methoxyphenyl)prop-2-en-1-one BrC1=CC=C(N=N1)OC1=CC=C(C=C1)C(C=CC1=CC=C(C=C1)OC)=O